2-(methoxycarbonyl)hex-2-ene-1-sulfonic acid sodium salt [Na+].COC(=O)C(CS(=O)(=O)[O-])=CCCC